N-(3-((5-chloro-2-((2-ethyl-4-(4-methylpiperazin-1-yl)phenyl)amino)pyrimidin-4-yl)amino)propyl)-N,1-dimethylazetidine-3-carboxamide ClC=1C(=NC(=NC1)NC1=C(C=C(C=C1)N1CCN(CC1)C)CC)NCCCN(C(=O)C1CN(C1)C)C